ClC1=C(C=C(C=C1)C12N=C(OC1[C@H]([C@@H]([C@H](O2)CO)O)O)CCC)CC=2C=CC1=C(CCO1)C2 (5R,6S,7S)-3a-(4-chloro-3-((2,3-dihydrobenzofuran-5-yl)methyl)phenyl)-5-(hydroxymethyl)-2-propyl-5,6,7,7a-tetrahydro-3aH-pyrano[2,3-d]oxazole-6,7-diol